tert-butyl 5-(((1R,2R,3S,4R,Z)-7-(cyclopropylmethylene)-3-((4-fluoro-3-(trifluoromethyl) phenyl) carbamoyl) bicyclo[2.2.1]hept-2-yl) carbamoyl)-6-methoxynicotinate C1(CC1)\C=C\1/[C@@H]2[C@H]([C@H]([C@H]1CC2)C(NC2=CC(=C(C=C2)F)C(F)(F)F)=O)NC(=O)C=2C(=NC=C(C(=O)OC(C)(C)C)C2)OC